C1N(CC2=CC=CC=C12)C(=O)C1=C(C=C(C#N)C=C1OCOC)OCOC 4-(Isoindoline-2-carbonyl)-3,5-bis(methoxymethoxy)benzonitrile